(2-chloropyrimidin-5-yl)pyridine-2,3-diamine ClC1=NC=C(C=N1)C1=C(C(=NC=C1)N)N